C[C@@H]1N(C[C@H]2N(C1)C(OC2)=O)C(=O)OC(C)(C)C tert-butyl (6S,8aR)-6-methyl-3-oxotetrahydro-3H-oxazolo[3,4-d]pyrazine-7(1H)-carboxylate